[N+](=O)([O-])C1=C(COC(=O)N2CCN(CC2)C(=O)OCC2=C(C=CC=C2[N+](=O)[O-])[N+](=O)[O-])C(=CC=C1)[N+](=O)[O-] N,N'-bis[(2,6-dinitrobenzyloxy)carbonyl]piperazine